C(C)(=O)OC(C(=O)NC(C)=O)C(=O)NC(C)=O α-acetoxy-N,N'-diacetylmalonamide